4-Chloro-N-(5-methoxy-1,3,4-thiadiazol-2-yl)-6-methylnicotinamide ClC1=CC(=NC=C1C(=O)NC=1SC(=NN1)OC)C